FC1=CC=C(C=C1)N1N=CC(=C1C(C)C)C(=O)N[C@@H](C(C)C)C(=O)N[C@H](CCC(=O)OCC)C(=O)OCC Diethyl (1-(4-fluorophenyl)-5-isopropyl-1H-pyrazole-4-carbonyl)-L-valyl-D-glutamate